C(C)C1(OC2=CC=C(C=C2C(C1)=O)C1=NC(=NO1)C=1C=C2C=CN=CC2=CC1)CC 2,2-diethyl-6-(3-(isoquinolin-6-yl)-1,2,4-oxadiazol-5-yl)chroman-4-one